2-(2-morpholinoethyl)-1H-benzo[d]imidazole-2,5-diamine O1CCN(CC1)CCC1(NC2=C(N1)C=CC(=C2)N)N